2,6-dimethylphenylisothiocyanate CC1=C(C(=CC=C1)C)N=C=S